[Re](=S)(=S)=S rhenium trisulfide